(E)-N'-(3-methoxybenzylidene)-6-(4-methoxyphenyl)pyrazine-2-carbohydrazide COC=1C=C(\C=N\NC(=O)C2=NC(=CN=C2)C2=CC=C(C=C2)OC)C=CC1